FC=1C=C(C=CC1F)[C@H]1[C@@H](C1)NC=1C2=C(N=C(N1)C1=NC=CC=N1)SC(=C2)C N-((1R,2S)-2-(3,4-difluorophenyl)cyclopropyl)-6-methyl-2-(pyrimidin-2-yl)thieno[2,3-d]pyrimidin-4-amine